C(C1=CC=CC=C1)NC1=NC2=C(N1CC1=CC=CC=C1)C=C(C=C2[N+](=O)[O-])C=2C(=NOC2C)C N,1-dibenzyl-6-(3,5-dimethylisoxazol-4-yl)-4-nitro-1H-benzo[d]imidazol-2-amine